N1(N=CC=C1)CC1=CC2=C(C(=NO2)C2=C(C(=C(C(=C2)OC)S(=O)(=O)N)OC)Br)C(=C1)OC (6-((1H-pyrazol-1-yl)methyl)-4-methoxybenzo[d]isoxazol-3-yl)-3-bromo-2,6-dimethoxybenzenesulfonamide